C(C)(C)(C)OC(=O)N1CCC(CC1)/C=C(/C(=O)[O-])\C#N (E)-3-(1-(t-butoxycarbonyl) piperidin-4-yl)-2-cyanoacrylate